FC=1C(=C(C=C(C1)F)C1=CC=C(C=C1)C)NC(=O)C=1C(=NN(C1)C)C(F)F N-(3,5-difluoro-4'-methyl-biphenyl-2-yl)-3-difluoromethyl-1-methyl-1H-pyrazole-4-carboxamide